COC1=C2C=C(N(C2=C(C=C1)OC)C)C(=O)N[C@H](C(=O)O)CC1=CC=CC=C1 (2S)-2-[(4,7-dimethoxy-1-methylindole-2-carbonyl)amino]-3-phenylpropanoic acid